FC1=C(COC(C=C)=O)C=CC=C1O 2-fluoro-3-hydroxybenzylacrylate